1-(bis(dimethylamino)methylene)-1H-benzo[d][1,2,3]triazole-1-ium 3-oxide hexafluorophosphate F[P-](F)(F)(F)(F)F.CN(C)C(=[N+]1N=[N+](C2=C1C=CC=C2)[O-])N(C)C